phenyl-p-tolyl carbonate C(OC1=CC(=C(C=C1)C)C1=CC=CC=C1)([O-])=O